3-amino-N-(2-{9-amino-4-methyl-1-oxa-7-azaspiro[4.4]nonan-7-yl}-3-fluoro-5,6,7,8-tetrahydroquinolin-6-yl)-6-methylthieno[2,3-b]pyridine-2-carboxamide NC1=C(SC2=NC(=CC=C21)C)C(=O)NC2CC=1C=C(C(=NC1CC2)N2CC1(C(CCO1)C)C(C2)N)F